3,3,3-trifluoropropane-1-thiol FC(CCS)(F)F